ClC1=CC=2C3=C(C(OC2C=C1OCC1=NN=NN1)=O)CCC3 8-chloro-7-(1H-tetrazol-5-ylmethoxy)-2,3-dihydrocyclopenta[c]chromen-4(1H)-one